ClC=1C(=C2C=NNC2=C(C1F)N(C)CC)C=1C=CC=2N(C1)C=C(N2)NC(=O)[C@H]2[C@H](C2)F (1S,2S)-N-(6-(5-chloro-7-(ethyl(methyl)amino)-6-fluoro-1H-indazol-4-yl)imidazo[1,2-a]pyridin-2-yl)-2-fluorocyclopropane-1-carboxamide